(16S,19S)-1-azido-16,19-bis(4-(3-(2-(2-azidoethoxy)ethoxy)propanamido)butyl)-9,14,17,20-tetraoxo-3,6,24,27,30,33-hexaoxa-10,15,18,21-tetraazahexatriacontan-36-oic acid N(=[N+]=[N-])CCOCCOCCC(NCCCC(N[C@H](C(N[C@H](C(NCCOCCOCCOCCOCCC(=O)O)=O)CCCCNC(CCOCCOCCN=[N+]=[N-])=O)=O)CCCCNC(CCOCCOCCN=[N+]=[N-])=O)=O)=O